FC(C(O)C=1C=NC=C(C(=O)OC)C1)(F)F methyl 5-(2,2,2-trifluoro-1-hydroxyethyl)nicotinate